NC1CCN(CC1)C=1C=NC(=NC1)C=1C=C(C(=O)N[C@@H](C=2NC3=CC=CC=C3C2)C2=C(C=CC(=C2)F)O)C=C(C1)C (R)-3-(5-(4-aminopiperidin-1-yl)pyrimidin-2-yl)-N-((5-fluoro-2-hydroxyphenyl)(1H-indol-2-yl)methyl)-5-methylbenzamide